2-((7-bromobenzo[D][1,3]dioxan-4-yl)methyl)-5-isopropyl-3,6-dimethoxy-2,5-dihydropyrazine BrC=1C=CC2=C(OCOC2CC2N=C(C(N=C2OC)C(C)C)OC)C1